FC(C(=O)O)(F)F.C1(CCCCC1)C1=C(C=CC=C1)NC1=NC(=NC=C1C(=O)N)NC1=C(C=C2CCN(CC2=C1)C)OC 4-((2-cyclohexylphenyl)amino)-2-((6-methoxy-2-methyl-1,2,3,4-tetrahydroisoquinolin-7-yl)amino)pyrimidine-5-carboxamide 2,2,2-trifluoroacetate